ClC1=C2CCN([C@@H](C2=C(C=C1)OCC=1N=NN(C1C(F)F)C)CN1CC2(CC2)CC1=O)C(=O)C1OCCCC1 2-((S)-5-Chloro-8-((5-(difluoromethyl)-1-methyl-1H-1,2,3-triazol-4-yl)methoxy)-1-((6-oxo-5-azaspiro[2.4]heptan-5-yl)methyl)-1,2,3,4-tetrahydroisochinolin-2-carbonyl)tetrahydro-2H-pyran